CN1N=C(C2=CC=CC(=C12)[C@H](C(=O)O)N([C@@H]1C[C@H](CC1)OCCCCC1=NC=2NCCCC2C=C1)C)C (R)-2-(1,3-dimethyl-1H-indazol-7-yl)-2-(methyl((1S,3S)-3-(4-(5,6,7,8-tetrahydro-1,8-naphthyridin-2-yl)butoxy)cyclopentyl)amino)acetic acid